2,2-bis(p-chlorophenyl)-1,1,1-trichloroethane ClC1=CC=C(C=C1)C(C(Cl)(Cl)Cl)C1=CC=C(C=C1)Cl